2-[(2R,3R,4R,5R,6R)-3-acetamido-4,5-diacetoxy-6-(acetoxymethyl)tetrahydro-pyran-2-yl]oxoacetic acid benzyl ester C(C1=CC=CC=C1)OC(C([C@@H]1O[C@@H]([C@@H]([C@@H]([C@H]1NC(C)=O)OC(C)=O)OC(C)=O)COC(C)=O)=O)=O